Cl.NC(C(=O)N1CCN(CC1)C(=O)NC1=NC(N(C=C1)C1=CC=C(C=C1)CCN[C@H]1C[C@H](CC1)N)=O)(C)C 4-(2-Amino-2-methylpropanoyl)-N-(1-(4-(2-(((1R,3S)-3-aminocyclopentyl)amino)ethyl)phenyl)-2-oxo-1,2-dihydropyrimidin-4-yl)piperazine-1-carboxamide hydrochloride salt